1-(2-ethoxy-3-fluorophenyl)-1H-pyrazol-3-amine C(C)OC1=C(C=CC=C1F)N1N=C(C=C1)N